Spiro(cyclobutane-1,3'-pyrrolo[3,2-b]pyridin)-2'(1'H)-one N1C(C2(C3=NC=CC=C31)CCC2)=O